4-((2-(((4-(Aminomethyl)pyridin-2-yl)sulfonyl)methyl)-4-phenylpyrrolidin-1-yl)sulfonyl)thiomorpholine 1,1-dioxide NCC1=CC(=NC=C1)S(=O)(=O)CC1N(CC(C1)C1=CC=CC=C1)S(=O)(=O)N1CCS(CC1)(=O)=O